(3-(4-(1-aminoethyl)-4-methylpiperidin-1-yl)-6-((3-chloropyridin-4-yl)thio)-5-methylpyrazin-2-yl)methanol NC(C)C1(CCN(CC1)C=1C(=NC(=C(N1)C)SC1=C(C=NC=C1)Cl)CO)C